FC1=C(C(=C(C=C1OC)OC)F)N1C(N(C2=C(C1)C=NC(=C2)C=2C(=NN(C2)C)C)CC=2OC(=NN2)C)=O 3-(2,6-difluoro-3,5-dimethoxyphenyl)-7-(1,3-dimethyl-1H-pyrazol-4-yl)-1-[(5-methyl-1,3,4-oxadiazol-2-yl)methyl]-3,4-dihydropyrido[4,3-d]pyrimidin-2(1H)-one